ethyl 7-[4-(tert-butoxycarbonyl)piperazin-1-yl]-2-[4-(3,5-difluorophenoxy)phenyl]-4,5,6,7-tetrahydro-2H-pyrazolo[4,3-b]pyridine-3-carboxylate C(C)(C)(C)OC(=O)N1CCN(CC1)C1C=2C(NCC1)=C(N(N2)C2=CC=C(C=C2)OC2=CC(=CC(=C2)F)F)C(=O)OCC